N-(6-(4-cyanophenyl)thiazolo[4,5-b]pyrazin-2-yl)-5-(2-methoxyphenyl)-2-(trifluoromethyl)pyridine-4-carboxamide C(#N)C1=CC=C(C=C1)C=1N=C2C(=NC1)N=C(S2)NC(=O)C2=CC(=NC=C2C2=C(C=CC=C2)OC)C(F)(F)F